Tert-butyl (S)-2-(4-fluoro-3,5-dimethylphenyl)-3-(hydrazinecarboxamido)-4-methyl-2,4,6,7-tetrahydro-5H-pyrazolo[4,3-c]pyridine-5-carboxylate FC1=C(C=C(C=C1C)N1N=C2C([C@@H](N(CC2)C(=O)OC(C)(C)C)C)=C1NC(=O)NN)C